1-((S)-3-(3-((2-((3S,4R)-3-fluoro-4-methoxypiperidin-1-yl)pyrimidin-4-yl)amino)-8-(3-((methylsulfonyl)methyl)azetidin-1-yl)isoquinolin-5-yl)pyrrolidin-1-yl)prop-2-en-1-one F[C@H]1CN(CC[C@H]1OC)C1=NC=CC(=N1)NC=1N=CC2=C(C=CC(=C2C1)[C@H]1CN(CC1)C(C=C)=O)N1CC(C1)CS(=O)(=O)C